(S)-2-(4-(6-((2,6-difluorobenzyl)oxy)-5-fluoropyridin-2-yl)-2,5-difluorobenzyl)-1-(4,4-dimethyltetrahydrofuran-3-yl)-1H-benzo[d]imidazole-6-carboxylic acid FC1=C(COC2=C(C=CC(=N2)C2=CC(=C(CC3=NC4=C(N3[C@@H]3COCC3(C)C)C=C(C=C4)C(=O)O)C=C2F)F)F)C(=CC=C1)F